2-(2-diethylaminopropyl)2-ethylmorpholine C(C)N(C(CC1(CNCCO1)CC)C)CC